C1(=CC(=CC=C1)C=1C(=O)NC(C1)=O)C=1C(=O)NC(C1)=O M-phenylenebismaleimide